3,5-difluoro-2-(2-pyridinyl)phenyl-(2-carboxypyridinyl)iridium (III) FC=1C(=C(C=C(C1)F)[Ir+]C=1C(=NC=CC1)C(=O)O)C1=NC=CC=C1